NC1=C(CN(CC1)C(=O)OC(C)(C)C)C(=O)OC 1-tert-butyl 3-methyl 4-amino-5,6-dihydro-2H-pyridine-1,3-dicarboxylate